2-((4-fluorophenoxy)methyl)-1-methyl-1H-benzo[d]imidazole FC1=CC=C(OCC2=NC3=C(N2C)C=CC=C3)C=C1